BrC1=CC(=C2C=CC=NC2=C1)OC1=CC(=CC=C1)C(F)(F)F 7-bromo-5-[3-(trifluoromethyl)phenoxy]quinoline